N-((S)-3-Methyl-1-(((8S,11R,E)-8-methyl-5,10-dioxo-1-thia-4,9-diazacyclododec-6-en-11-yl)amino)-1-oxobutan-2-yl)pyrazine CC([C@@H](C(=O)N[C@@H]1C(N[C@H](/C=C/C(NCCSC1)=O)C)=O)N1CC=NC=C1)C